(3S,7aS)-3-(((6-(trifluoromethyl)pyridazin-4-yl)oxy)methyl)tetrahydro-1H-pyrrolizin FC(C1=CC(=CN=N1)OC[C@@H]1CCC2=CCCN12)(F)F